ClC=1C=C(C=CC1)[C@@H]1[C@H](C1)C(=O)NC1=NC=NC(=C1)NCC=1N=C2N(C=C(C=C2N2C(C(CC2)C)=O)C2CC2)C1 |r| rac-(1S*,2S*)-2-(3-chlorophenyl)-N-(6-(((6-cyclopropyl-8-(3-methyl-2-oxopyrrolidin-1-yl)imidazo[1,2-a]pyridin-2-yl)methyl)amino)pyrimidin-4-yl)cyclopropane-1-carboxamide